C(C)(C)(C)C=1C=C(C=C(C1O)C(C)(C)C)CCC(=O)NNC(CCC1=CC(=C(C(=C1)C(C)(C)C)O)C(C)(C)C)=O bis[beta-(3,5-di-tertiary butyl-4-hydroxyphenyl)propionyl]hydrazine